N1(C=NC=C1)CCNC(C1=CN=CC(=C1)C#C)=O N-(2-(1H-imidazol-1-yl)ethyl)-5-ethynylnicotinamide